5-(3,5-difluorophenyl)-7-methyl-2,5,6,7-tetrahydro-3H-pyrrolo[2,1-c][1,2,4]triazol-3-one FC=1C=C(C=C(C1)F)C1CC(C2=NNC(N21)=O)C